(4-methyl-1H-imidazol-1-yl)phenol CC=1N=CN(C1)C1=C(C=CC=C1)O